(E)-4-((2-(4-((E)-2-(2-chloro-4-fluorophenyl)-1-(3-fluoro-1H-indazol-5-yl)but-1-en-1-yl)phenoxy)ethyl)amino)-N,N-dimethylbut-2-enamide ClC1=C(C=CC(=C1)F)/C(=C(/C=1C=C2C(=NNC2=CC1)F)\C1=CC=C(OCCNC/C=C/C(=O)N(C)C)C=C1)/CC